pentamethyleneglycol diglycidyl ether C(C1CO1)OCCCCCOCC1CO1